2-(3-bromophenyl)butanoic acid BrC=1C=C(C=CC1)C(C(=O)O)CC